methyl-5-(methoxy-d3)-4-(((trifluoromethyl)sulfonyl)oxy)methylpyridine CC1=NC=C(C(=C1)COS(=O)(=O)C(F)(F)F)OC([2H])([2H])[2H]